5-amino-3-cyano-1-(2,6-dichloro-4-trifluoromethyl-phenyl)-4-trifluoromethyl-sulfinyl-pyrazole NC1=C(C(=NN1C1=C(C=C(C=C1Cl)C(F)(F)F)Cl)C#N)S(=O)C(F)(F)F